COC(C(C)NC(C1=CC=CC=C1)(C1=CC=CC=C1)C1=CC=CC=C1)=O 2-(tritylamino)propionic acid methyl ester